BrC1=C2CCN(CC2=C(C=C1)C1=NC=CC=N1)C(=O)OC(C)(C)C tert-butyl 5-bromo-8-(pyrimidin-2-yl)-3,4-dihydroisoquinoline-2(1H)-carboxylate